CC1=C(C=CC=C1C)N1CCN(CC1)C(CN1N=C(C=2CCCCC12)C(=O)N1C(CC(CC1)O)(C)C)=O 1-(4-(2,3-dimethylphenyl)piperazin-1-yl)-2-(3-(4-hydroxy-2,2-dimethylpiperidine-1-carbonyl)-4,5,6,7-tetrahydro-1H-indazol-1-yl)ethanone